2-[4-[3-imidazo[1,2-a]pyridin-6-ylisoxazolidine-2-carbonyl]-1-piperidyl]pyrimidine-4-carbonitrile TFA salt OC(=O)C(F)(F)F.N=1C=CN2C1C=CC(=C2)C2N(OCC2)C(=O)C2CCN(CC2)C2=NC=CC(=N2)C#N